ClC=1C=C(C=C(C1)S(=O)(=O)C)NC(=O)C=1C=NN(C1)C1=NC=CC=C1 N-(3-chloro-5-(methylsulfonyl)phenyl)-1-(pyridin-2-yl)-1H-pyrazole-4-carboxamide